C(C1=CC=CC=C1)NC1=C2N=CN(C2=NC(=N1)C1=C(C=CC=C1)O)[C@H]1[C@@H]([C@@H]([C@H](O1)C(=O)NC)O)O (2s,3s,4r,5r)-5-(6-(benzylamino)-2-(2-hydroxyphenyl)-9H-purin-9-yl)-3,4-dihydroxy-N-methyltetrahydrofuran-2-carboxamide